p-fluorotrifluoromethyl-acetophenone FC1=CC=C(C=C1)C(CC(F)(F)F)=O